FCCN1CCC(CC1)C=1C=C2C(=NNC2=CC1)C1=NC=CC(=N1)N1N=CC(=C1)CCO 2-[1-(2-{5-[1-(2-fluoroethyl)piperidin-4-yl]-1H-indazol-3-yl}pyrimidin-4-yl)-1H-pyrazol-4-yl]ethan-1-ol